n-hexadecyltrimethylphosphine chloride [Cl-].C(CCCCCCCCCCCCCCC)CP(C)C